7-Chloro-8-fluoro-2-methylpyrido[4,3-d]pyrimidin-4(3H)-one ClC1=C(C=2N=C(NC(C2C=N1)=O)C)F